C(C=C)(=O)NC1=CC=C(C=C1)C1=NN2N=CN=C(C2=C1C1=CC(=C(C(=O)NC2CCC2)C=C1)OC)N 4-(6-(4-acrylamidophenyl)-4-aminopyrazolo[5,1-f][1,2,4]triazin-5-yl)-N-cyclobutyl-2-methoxybenzamide